1-((4-bromo-1-methyl-1H-pyrazol-3-yl)methyl)dihydropyrimidine-2,4(1H,3H)-dione BrC=1C(=NN(C1)C)CN1C(NC(CC1)=O)=O